FC1(CC(C1)NC(C1=C(C=C(C=C1)C1=NOC(C1)(C(F)(F)F)C1=CC(=CC(=C1)C(F)(F)F)C(F)(F)F)C)=O)F N-(3,3-difluorocyclobutyl)-2-methyl-4-{5-[3,5-bis(trifluoromethyl)phenyl]-5-(trifluoromethyl)-4,5-dihydroisoxazol-3-yl}benzamide